C(C)NC(CN1N=C(C=CC1=O)C=1C=NC(=CC1)NC12CC(C1)(C2)CO)=O N-ethyl-2-(3-(6-((3-(hydroxymethyl)bicyclo[1.1.1]pentan-1-yl)amino)pyridin-3-yl)-6-oxopyridazin-1(6H)-yl)acetamide